C(C)(C)(C)OC(=O)N1CCN(CC1)C=1C2=CN(N=C2C(=CC1)C(NC=1C=C(C=2N(C1)C=C(N2)C)Cl)=O)CC.C(C)(C)(C)C2=C(O)C=CC(=C2)O o-tertiary butyl-hydroquinone tert-butyl-4-[7-({8-chloro-2-methylimidazo[1,2-a]pyridin-6-yl}carbamoyl)-2-ethylindazol-4-yl]piperazine-1-carboxylate